ClC(C#C)CCCCC#C 3-chloronona-1,8-diyne